ClC=1C=C(C(=O)N2CC=3C(=NN4C3C(N(C[C@H]4C)C(C)C4=CC(N(C=C4)CC(F)(F)F)=O)=O)C[C@H]2C)C=CC1Cl (3R,7R)-2-(3,4-dichlorobenzoyl)-3,7-dimethyl-9-(1-(2-oxo-1-(2,2,2-trifluoroethyl)-1,2-dihydropyridin-4-yl)ethyl)-1,2,3,4,8,9-hexahydropyrido[4',3':3,4]pyrazolo[1,5-a]pyrazin-10(7H)-one